2-diazonaphthoquinone-5-sulfonate [N+](=[N-])=C1C(C=2C=CC=C(C2C(C1)=O)S(=O)(=O)[O-])=O